FC=1C=C2C(=NN(C2=CC1)CC(F)(F)F)C(=O)O 5-fluoro-1-(2,2,2-trifluoroethyl)-1H-indazole-3-carboxylic acid